(2E)-3-(2-{2,6-Difluoro-4-[(3S)-3-fluoropyrrolidine-1-sulfonyl]phenyl}-3-fluoro-4-methylquinolin-7-yl)prop-2-enenitrile FC1=C(C(=CC(=C1)S(=O)(=O)N1C[C@H](CC1)F)F)C1=NC2=CC(=CC=C2C(=C1F)C)/C=C/C#N